(R)-methyl 4-(2-(((tert-butyldiphenylsilyl)oxy)methyl)piperazin-1-yl)benzoate [Si](C1=CC=CC=C1)(C1=CC=CC=C1)(C(C)(C)C)OC[C@@H]1N(CCNC1)C1=CC=C(C(=O)OC)C=C1